Cyclohexyl 2,2-Bis(4-hydroxyphenyl)propanoate OC1=CC=C(C=C1)C(C(=O)OC1CCCCC1)(C)C1=CC=C(C=C1)O